C(C)(C)(C)OC(=O)N1CCN(CC1)CC1=NN(C=C1C=1C=NC(=NC1)NC1CC2=CC=CC=C2C1)CC(=O)O 2-[3-({4-[(tert-butoxy)carbonyl]piperazin-1-yl}methyl)-4-{2-[(2,3-dihydro-1H-inden-2-yl)amino]pyrimidin-5-yl}-1H-pyrazol-1-yl]acetic acid